ClC=1C=CC(=NC1)COC1=NC(=NC=C1F)C1=CCC(CC1)CC1=NC=2C(=NC(=CC2)C(=O)OC)N1C[C@H]1OCC1 Methyl 2-((4-(4-((5-Chloropyridin-2-yl) Methoxy)-5-Fluoropyrimidin-2-yl)Cyclohex-3-en-1-yl)Methyl)-3-(((S)-Oxetan-2-yl)Methyl)-3H-Imidazo[4,5-b]Pyridine-5-Carboxylate